ClC=1N=CC2=C(C=CC(=C2C1)C(C)C)N1CC2(CCS2(=O)=O)C1 6-(3-chloro-5-isopropylisoquinolin-8-yl)-1-thia-6-azaspiro[3.3]Heptane 1,1-dioxide